disodium terephthalate C(C1=CC=C(C(=O)[O-])C=C1)(=O)[O-].[Na+].[Na+]